(5S)-{[2-(4-carboxyphenyl)ethyl][2-(2-{[3-chloro-4'-(trifluoromethyl)biphenyl-4-yl]methoxy}-phenyl)ethyl]-amino}-5,6,7,8-tetrahydroquinoline-2-carboxylic acid monohydrate O.C(=O)(O)C1=CC=C(C=C1)CCN(CCC1=C(C=CC=C1)OCC1=C(C=C(C=C1)C1=CC=C(C=C1)C(F)(F)F)Cl)C=1C(=NC=2CCCCC2C1)C(=O)O